[Si].[V].[Cr] chromium vanadium silicon